N-(5-cyano-4-((R)-3-methoxypyrrolidin-1-yl)pyridin-2-yl)-7-formyl-6-(((R)-3-methoxy-2-carbonylpyrrolidin-1-yl)methyl)-3,4-dihydro-1,8-naphthyridine-1(2H)-carboxamide C(#N)C=1C(=CC(=NC1)NC(=O)N1CCCC2=CC(=C(N=C12)C=O)CN1C([C@@H](CC1)OC)=C=O)N1C[C@@H](CC1)OC